F[C@H]1CNCCO[C@H]1C(=O)N1[C@H](C2=CC=CC=C2CC1)C1=CC=C(C=C1)F ((6S,7S)-6-fluoro-1,4-oxazepan-7-yl)((S)-1-(4-fluorophenyl)-3,4-dihydroisoquinolin-2(1H)-yl)methanone